C[Si](C)(C)C#CC1=NC2=CC=C(C=C2C=C1)C=O 2-((Trimethylsilyl)ethynyl)quinoline-6-carbaldehyde